ClC1=CC=CC(=N1)CC(=O)N1CCC2=CC(=CC(=C12)F)C1=CC(=NC=C1)NC1=CC=NN1C 2-(6-chloropyridin-2-yl)-1-(7-fluoro-5-(2-((1-methyl-1H-pyrazol-5-yl)amino)pyridin-4-yl)indolin-1-yl)ethan-1-one